ClC=1C=CC(=C(C1)C1=CC(=C(N1C)C)C(=O)N(C=1C=NN(C1)C)C1=CC=C(C=C1)O)C(=O)N1CC2=CC=CC=C2C[C@H]1CF 5-(5-Chloro-2-{[(3S)-3-(fluoromethyl)-3,4-dihydroisoquinolin-2(1H)-yl]carbonyl}phenyl)-N-(4-hydroxyphenyl)-1,2-dimethyl-N-(1-methyl-1H-pyrazol-4-yl)-1H-pyrrole-3-carboxamide